5-benzyloxy-2-(2-tetrahydropyran-4-ylethynyl)benzaldehyde C(C1=CC=CC=C1)OC=1C=CC(=C(C=O)C1)C#CC1CCOCC1